C1(CC1)CN1C(=CC=2C1=NC(=CC2)C2=C(C(=NC=C2)F)F)C2=NC1=C(N2C)C(=CC(=C1)C(=O)N1[C@@H]2CC[C@H](C1)[C@H]2N)OC (1R,4R,7R)-2-{2-[1-(cyclopropylmethyl)-6-(2,3-difluoropyridin-4-yl)-1H-pyrrolo[2,3-b]pyridin-2-yl]-7-methoxy-1-methyl-1H-1,3-benzodiazole-5-carbonyl}-2-azabicyclo[2.2.1]heptan-7-amine